FC(CNC(C(=O)N)C)(F)F 2-[(2,2,2-trifluoroethyl)amino]propanamide